BrC1=CC2=C(C(=NS2)C(=O)N)C=C1 6-bromo-1,2-benzothiazole-3-carboxamide